[1-[4-[Methyl(tetrahydropyran-4-yl)amino]-5-oxido-6,7-dihydrothieno[3,2-d]pyrimidin-5-ium-2-yl]azetidin-3-yl]-2-ethyloxazol-4-carboxylat CN(C=1C2=C(N=C(N1)N1CC(C1)OC(=O)C=1N=C(OC1)CC)CC[S+]2[O-])C2CCOCC2